C(#N)C1=C(C=CC=C1NC(=O)C1=NN(C(=C1)CNCCO)C)C1=C(C(=CC=C1)OC)F N-(2-Cyano-2'-fluoro-3'-methoxybiphenyl-3-yl)-5-{[(2-hydroxyethyl)amino]methyl}-1-methyl-1H-pyrazol-3-carboxamid